4-bromo-2-ethyl-N-(2-methyl-3,5-bis(trifluoromethyl)phenyl)benzene-sulfonamide BrC1=CC(=C(C=C1)S(=O)(=O)NC1=C(C(=CC(=C1)C(F)(F)F)C(F)(F)F)C)CC